(R)-N4-(3-(5-ethylisoxazol-3-yl)-1-methyl-1H-pyrazol-5-yl)-2-methyl-N1-((S)-11-oxo-2,3,10,11-tetrahydro-1H,5H-benzo[d]pyrazolo[1,2-a][1,2]diazepin-10-yl)succinamide C(C)C1=CC(=NO1)C1=NN(C(=C1)NC(C[C@H](C(=O)N[C@H]1C2=C(CN3N(C1=O)CCC3)C=CC=C2)C)=O)C